(1S,2S)-2-(3-chlorophenyl)-N-(3-((6-cyclopropylimidazo[1,2-a]pyridin-2-yl)methoxy)pyrazin-2-yl)cyclopropane-1-carboxamide ClC=1C=C(C=CC1)[C@@H]1[C@H](C1)C(=O)NC1=NC=CN=C1OCC=1N=C2N(C=C(C=C2)C2CC2)C1